FC1=CC=C(C=C1)N1C(C2=CC=C(C=C2C1)OC1=CC=NC=C1)=O (4-fluorophenyl)-5-(pyridin-4-yloxy)isoindolin-1-one